[4-[(E)-3-[4-[(E)-4-(Oxan-2-yloxy)-3-oxobut-1-enyl]phenyl]prop-2-enoyl]phenyl]methyl methanesulfonate CS(=O)(=O)OCC1=CC=C(C=C1)C(\C=C\C1=CC=C(C=C1)\C=C\C(COC1OCCCC1)=O)=O